CCCCCCCCCCCCCCCCCCCCCCCC(=O)CC(=O)SCCNC(=O)CCNC(=O)[C@@H](C(C)(C)COP(=O)([O-])OP(=O)([O-])OC[C@@H]1[C@H]([C@H]([C@@H](O1)N2C=NC3=C(N=CN=C32)N)O)OP(=O)([O-])[O-])O The molecule is a 3-oxo-fatty acyl-CoA(4-) arising from deprotonation of the phosphate and diphosphate functions of 3-oxohexacosanoyl-CoA. It is a 3-oxo-fatty acyl-CoA(4-), an 11,12-saturated fatty acyl-CoA(4-) and a very long-chain 3-oxoacyl-CoA(4-). It is a conjugate base of a 3-oxohexacosanoyl-CoA.